NC1=C(SC2=NC(=C(C=C21)F)OC)C(=O)N[C@H]2COC1=CC(=CC=C1C2)N2CCNCC2 (R)-3-amino-5-fluoro-6-methoxy-N-(7-(piperazin-1-yl)chroman-3-yl)thieno[2,3-b]pyridine-2-carboxamide